N-(3-(2-methoxyphenyl)allyl)-2-methylaniline COC1=C(C=CC=C1)C=CCNC1=C(C=CC=C1)C